tert-butyl 3-[8-fluoro-7-[3-(methoxymethoxy)-1-naphthyl]-2-methylsulfonyl-pyrido[4,3-d]pyrimidin-4-yl]-3,8-diazabicyclo[3.2.1]octane-8-carboxylate FC1=C(N=CC2=C1N=C(N=C2N2CC1CCC(C2)N1C(=O)OC(C)(C)C)S(=O)(=O)C)C1=CC(=CC2=CC=CC=C12)OCOC